C1(=CC=CC=C1)COCCOCCOCCOCC1CC(C1)NC(OC(C)(C)C)=O tert-butyl ((1r,3r)-3-(12-phenyl-2,5,8,11-tetraoxadodecyl) cyclobutyl)carbamate